3-((6,6-difluoro-1-(3-methoxyphenyl)-3-azabicyclo[3.1.0]hex-3-yl)carbonyl)-1,5,7-trimethyl-1,5-dihydro-4H-pyrrolo[3,2-c]pyridin-4-one FC1(C2CN(CC12C1=CC(=CC=C1)OC)C(=O)C1=CN(C2=C1C(N(C=C2C)C)=O)C)F